C(CC=C)[C@@H]1OC1 (S)-2-(but-3-en-1-yl)oxirane